CC(C)(SCCO)SCCO 2'-(Propane-2,2-diylbis(sulfanediyl))bis(ethan-1-ol)